C(C)(C)(C)OC(=O)N1CCC(=CC1)C1=CC=C(C=C1)C(NC1=CC=C(C=C1)CNC(=O)OC(C)(C)C)=O 4-{4-[4-(tert-butoxycarbonylamino-methyl)-phenylcarbamoyl]-phenyl}-3,6-dihydro-2H-pyridine-1-carboxylic acid tert-butyl ester